1-propyl-4-[4-(4,4,5,5-tetramethyl-1,3,2-dioxaborolan-2-yl)phenyl]piperazine C(CC)N1CCN(CC1)C1=CC=C(C=C1)B1OC(C(O1)(C)C)(C)C